C1(CC1)CN1C=C(C2=NN(C(C(=C21)C2=CC=C(C=C2)C2CC2)=O)C2=CC1=CN(N=C1C=C2)C)S(=O)(=O)NC 5-(cyclopropylmethyl)-4-(4-cyclopropylphenyl)-N-methyl-2-(2-methyl-2H-indazol-5-yl)-3-oxo-3,5-dihydro-2H-pyrrolo[3,2-c]pyridazine-7-sulfonamide